3-[4-(diethylamino)phenyl]phthalide C(C)N(C1=CC=C(C=C1)C1OC(=O)C2=CC=CC=C12)CC